N4-(3-((tert-Butylsulfonyl)methyl)phenyl)-N2-(3-fluoro-4-(4-methylpiperazin-1-yl)phenyl)-5-ethylpyridine-2,4-diamine C(C)(C)(C)S(=O)(=O)CC=1C=C(C=CC1)NC1=CC(=NC=C1CC)NC1=CC(=C(C=C1)N1CCN(CC1)C)F